2-(2-(cyclopropanesulfonamido)thiazol-4-yl)-N-(4-(6-ethoxypyrazin-2-yl)-2-methylphenyl)-2-methylpropanamide C1(CC1)S(=O)(=O)NC=1SC=C(N1)C(C(=O)NC1=C(C=C(C=C1)C1=NC(=CN=C1)OCC)C)(C)C